1,1,1,3,3,3-hexafluoro-propan-2-yl (±)-1-(5,6,7,8-tetrahydro-pyrido[4,3-d]-pyrimidine-6-carbonyl)-6-azaspiro[2.5]-octane-6-carboxylate N1=CN=CC2=C1CCN(C2)C(=O)[C@@H]2CC21CCN(CC1)C(=O)OC(C(F)(F)F)C(F)(F)F |r|